C[C@H]1[C@H]([C@H]([C@@H]([C@@H](O1)O[C@@H]2[C@H]([C@@H](O[C@@H]([C@H]2O[C@H]3[C@@H]([C@H]([C@H]([C@H](O3)CO)O)O)O)CO)OC[C@@H]4[C@@H]([C@@H]([C@H](C(O4)O)NC(=O)C)O)O)NC(=O)C)O)O)O The molecule is a branched amino tetrasaccharide that is beta-D-Galp-(1->4)-beta-D-GlcpNAc-(1->6)-D-GalpNAc in which position 3 of the non-terminal 2-acetamido-beta-D-glucopyranoysyl residue has been glycosylated by an alpha-L-fucosyl group (6-deoxy-alpha-L-galactosyl group). It is an amino tetrasaccharide and a member of acetamides. It derives from a beta-D-Galp-(1->4)-beta-D-GlcpNAc-(1->6)-D-GalpNAc.